C(N)(OCC1(CCNCC1SC1=C(C(=CC=C1)NC1CNC1)Cl)C)=O (1-(5-((3-(azetidin-3-ylamino)-2-chlorophenyl) thio)-4-methylpiperidin-4-yl) methyl) carbamate